5-(2-((R or S)-3-((R or S)-ethoxy(phenyl)methyl)-3-(2-(5-fluoro-thiophen-2-yl)ethyl)pyrrolidin-1-yl)propan-2-yl)-2-methylpyridine citrate C(CC(O)(C(=O)O)CC(=O)O)(=O)O.C(C)O[C@@H]([C@]1(CN(CC1)C(C)(C)C=1C=CC(=NC1)C)CCC=1SC(=CC1)F)C1=CC=CC=C1 |o1:16,17|